N-maleimidopropionamide C1(C=CC(N1NC(CC)=O)=O)=O